N-ethyl-oxamic acid menthyl ester C1(CC(C(CC1)C(C)C)OC(C(=O)NCC)=O)C